C(CCCCCCCCCCCCCCCCC)N[C@@H](CC1=CC=C(C=C1)O)C(=O)O stearyltyrosine